2-(4-amino-4-methylpiperidin-1-yl)-5-(3,4-dichloro-2-methyl-2H-indazol-5-yl)-7H-pyrrolo[2,3-d]pyrimidine-4-carboxamide NC1(CCN(CC1)C=1N=C(C2=C(N1)NC=C2C2=C(C1=C(N(N=C1C=C2)C)Cl)Cl)C(=O)N)C